C(C)OC(CCC(=O)C1=NC2=CC(=CC=C2C(=C1O)C#N)OC1=CC=CC=C1)=O 4-(4-cyano-3-hydroxy-7-phenoxy-quinolin-2-yl)-4-oxo-butyric acid ethyl ester